2-((2S,3S)-3-aminotetrahydro-2H-pyran-2-yl)-5-chloro-N-(2-fluorobenzyl)thieno[3,2-b]pyridin-7-amine N[C@@H]1[C@H](OCCC1)C1=CC2=NC(=CC(=C2S1)NCC1=C(C=CC=C1)F)Cl